2-cyclopropyl-4-(4-(4-(3-(piperazin-1-yl)propoxy)phenyl)piperidin-1-yl)benzonitrile C1(CC1)C1=C(C#N)C=CC(=C1)N1CCC(CC1)C1=CC=C(C=C1)OCCCN1CCNCC1